N-FORMYL-DL-VALINE C(=O)N[C@@H](C(C)C)C(=O)O |r|